methyl-3-(4-fluorophenyl)-N-((4-fluorophenyl)sulphonyl)-4-phenyl-4,5-dihydro-1H-pyrazole CC1(C(=NN(C1)S(=O)(=O)C1=CC=C(C=C1)F)C1=CC=C(C=C1)F)C1=CC=CC=C1